2-(5-fluoro-2-(3-(1-isopropyl-1H-indazole-3-carboxamido)-4-(piperidin-1-yl)benzamido)phenyl)acetic acid FC=1C=CC(=C(C1)CC(=O)O)NC(C1=CC(=C(C=C1)N1CCCCC1)NC(=O)C1=NN(C2=CC=CC=C12)C(C)C)=O